C(CC\C=C/CC)O (cis)-4-hepten-1-ol